O-(3-(2-(5,6,7,8-tetrahydro-1,8-naphthyridin-2-yl)ethyl)cyclobutyl)-N-(3-(thiazol-5-yl)benzoyl)homoserine N1=C(C=CC=2CCCNC12)CCC1CC(C1)OCC[C@H](NC(C1=CC(=CC=C1)C1=CN=CS1)=O)C(=O)O